methyl 2-(3-(1-bromo-8-chloroimidazo[1,5-a]pyrazin-3-yl)cyclopentyl)-2-methylpropanoate BrC=1N=C(N2C1C(=NC=C2)Cl)C2CC(CC2)C(C(=O)OC)(C)C